FC1=CC=C(C(=O)C2=CNC=3N=C(N=CC32)NC3=CC=C(C=C3)N3CCN(CC3)C)C=C1 5-(4-fluorobenzoyl)-2-((4-(4-methylpiperazin-1-yl)phenyl)amino)-7H-pyrrolo[2,3-d]pyrimidine